((2-(2-methoxy-7-methylquinoxalin-5-yl)-7,8-dihydrobenzofuro[5,4-d]thiazol-7-yl)methyl)carbamic acid methyl ester COC(NCC1OC2=C(C1)C1=C(N=C(S1)C1=C3N=CC(=NC3=CC(=C1)C)OC)C=C2)=O